N-[(4-Dimethylaminophenyl)-methyl]-2-ethylsulfanyl-4-methyl-6-morpholin-4-yl-pyridine-3-carboxylic acid amide CN(C1=CC=C(C=C1)CNC(=O)C=1C(=NC(=CC1C)N1CCOCC1)SCC)C